eicosane-2,17-diol CC(CCCCCCCCCCCCCCC(CCC)O)O